C(=CC)SSSSC=CC di-1-propenyl tetrasulfide